4-[(1S)-1-[[1-[(3R)-3-(3-chlorophenoxy)pyrrolidin-1-yl]-4,4-difluorocyclohexane-1-carbonyl]amino]ethyl]benzoic acid ClC=1C=C(O[C@H]2CN(CC2)C2(CCC(CC2)(F)F)C(=O)N[C@@H](C)C2=CC=C(C(=O)O)C=C2)C=CC1